N[C@H](C(O)C1=C(C2=NSC(=C2S1)NCC=1SC=CC1)Br)C (2S)-2-amino-1-{6-bromo-3-[(thiophen-2-ylmethyl)amino]thieno[3,2-c][1,2]thiazol-5-yl}propan-1-ol